ClC=1C(=NC(=C(C(=O)NC2=CC(=C(C=C2)F)C#N)C1)C1CCC(CCC1)(F)F)C(F)F 5-chloro-N-(3-cyano-4-fluorophenyl)-2-(4,4-difluorocycloheptane-1-yl)-6-difluoromethylnicotinamide